O[C@H](C)C1=NC=2C(=C3C(=NC2)N(C=C3)S(=O)(=O)C3=CC=CC=C3)N1C1CN(CC1)C(=O)C1(CC1)C#N 1-(3-(2-((R)-1-hydroxyethyl)-6-(benzenesulfonyl)imidazo[4,5-d]pyrrolo[2,3-b]pyridine-1(6H)-yl)pyrrolidine-1-carbonyl)cyclopropanecarbonitrile